C(=O)(O)CCP(CCC(=O)O)CCC(=O)O Tris-(2-carboxyethyl)-phosphin